C(C)(C)(C)P(C1=C(C=CC=C1)C1=C(C=C(C=C1C(C)C)C(C)C)C(C)C)C(C)(C)C di-tert-butyl-[2',4',6'-tris(propan-2-yl)biphenyl-2-yl]phosphane